phenyl (6-(2-fluorophenyl)pyridin-3-yl)carbamate FC1=C(C=CC=C1)C1=CC=C(C=N1)NC(OC1=CC=CC=C1)=O